tert-butyl 4-(4-((5-(m-tolyl)imidazo[1,2-a]pyrazin-8-yl)amino)phenyl)piperazine-1-carboxylate C1(=CC(=CC=C1)C1=CN=C(C=2N1C=CN2)NC2=CC=C(C=C2)N2CCN(CC2)C(=O)OC(C)(C)C)C